N-[2-(2-Methylpyridin-4-yl)-[1,3]thiazolo[5,4-c]pyridin-6-yl]-6-(piperazin-1-yl)pyridin-2-amine CC1=NC=CC(=C1)C=1SC=2C=NC(=CC2N1)NC1=NC(=CC=C1)N1CCNCC1